C(C)C1(COC1)COCC1=C(C=CC=C1)C(C)(C)C1=C(C=CC=C1)COCC1(COC1)CC bis[(3-ethyl-3-oxetanylmethoxy)methyl-phenyl]propane